FC1=C(C=CC=C1C(F)(F)F)C1=CC(=CC=C1)[C@@H]1N(OCC1)C1=CC(=NC=N1)NC=1C(=CC(=C(C1)NC(C=C)=O)N1CCN(CC1)C)OC (R)-N-(5-((6-(3-(2'-fluoro-3'-(tri-fluoromethyl)-[1,1'-biphenyl]-3-yl)isoxazolidin-2-yl)pyrimidin-4-yl)-amino)-4-methoxy-2-(4-methylpiperazin-1-yl)phenyl)-acrylamide